O=C[C@@H](O)[C@H](O)[C@@H](O)[C@H](O)CO D-(-)-idose